(S)-2-(((R)-2-hydroxy-1-phenylethyl)amino)-2-(1-methylcyclopentyl)acetic acid OC[C@@H](C1=CC=CC=C1)N[C@H](C(=O)O)C1(CCCC1)C